FC1C(C=2C(=NN(C2CC1)CCCOC(F)(F)F)C(F)(F)F)=O 5-fluoro-1-[3-(trifluoromethoxy)propyl]-3-(trifluoromethyl)-6,7-dihydro-5H-indazol-4-one